C(C)[C@]1([C@H](C[C@@H](O1)N1C(NC(C(=C1)C#N)=O)=O)O)CO 1-((2R,4S,5R)-5-ethyl-4-hydroxy-5-(hydroxymethyl)tetrahydrofuran-2-yl)-2,4-dioxo-1,2,3,4-tetrahydropyrimidine-5-carbonitrile